cyclopropanecarboxaldehyde-d C1(CC1)C(=O)[2H]